3-((3aS,7aR)-7a-fluoro-1-oxooctahydro-2H-pyrrolo[3,4-c]pyridin-2-yl)-2,2-dimethylpropionic acid F[C@@]12[C@@H](CNCC1)CN(C2=O)CC(C(=O)O)(C)C